4-(2-(4-cyano-2-fluorophenyl)-2-methylbenzo[d][1,3]dioxan-4-yl)piperidine p-toluenesulfonate CC1=CC=C(C=C1)S(=O)(=O)O.C(#N)C1=CC(=C(C=C1)C1(OC(C2=C(O1)C=CC=C2)C2CCNCC2)C)F